FC=1C(=C2C(=NC(=NN2C1)N[C@H]1[C@@H](CN(CC1)C1(COC1)[2H])F)OC)C=1C=CC2=C(N(N=N2)CC(F)(F)F)C1 6-fluoro-N-((3R,4R)-3-fluoro-1-(oxetan-3-yl-3-d)piperidin-4-yl)-4-methoxy-5-(1-(2,2,2-trifluoroethyl)-1H-benzo[d][1,2,3]triazol-6-yl)pyrrolo[2,1-f][1,2,4]triazin-2-amine